(R)-3-(2-(2-hydroxy-2-methylpropionyl)-6-(7-isopropyl-5H-pyrrolo[2,3-b]pyrazine-2-yl)-1,2,3,4-tetrahydroisoquinolin-8-yl)morpholine-4-carboxylic acid tert-butyl ester C(C)(C)(C)OC(=O)N1[C@@H](COCC1)C=1C=C(C=C2CCN(CC12)C(C(C)(C)O)=O)C=1N=C2C(=NC1)NC=C2C(C)C